N[C@H](C(=O)NCC1(CC1)NC(C1=C(C=C(C=C1)NC=1C=2N(C=CN1)C(=CN2)C2=C(C(=C(C=C2)OC)F)F)CC)=O)CCCCN N-[1-[[[(2S)-2,6-diaminohexanoyl]amino]meth-yl]cyclopropyl]-4-[[3-(2,3-difluoro-4-methoxy-phenyl)imidazo[1,2-a]pyrazin-8-yl]amino]-2-ethyl-benzamide